ClC=1C=C(OC2C(C(C2(C)C)NC(=O)C2=CC=C(C=C2)N2CCC(CC2)C(=O)OCC)(C)C)C=CC1C#N ethyl 1-(4-(((1r,3r)-3-(3-chloro-4-cyanophenoxy)-2,2,4,4-tetramethylcyclobutyl) carbamoyl)phenyl)piperidine-4-carboxylate